C(C1=CC=CC=C1)OC1=CC(=NC=2C=CN=C(C12)C#N)C=1C(=NC2=CC=CC=C2C1)N1CC2C(CCCC2C1)(F)F 4-Benzyloxy-2-[2-(7,7-difluoro-3,3a,4,5,6,7a-hexahydro-1H-isoindol-2-yl)-3-quinolyl]-1,6-naphthyridine-5-carbonitrile